BrC=1C(=CC(=NC1)N)OCC 5-bromo-4-ethoxypyridin-2-amine